ClC1=CC(=C(C=C1C1CC1C)C#CC1(CC1)NC(OC(C)(C)C)=O)OC tert-butyl (1-((4-chloro-2-methoxy-5-(3-methylcyclopropyl) phenyl) ethynyl)cyclopropyl)carbamate